1-((1-butoxyprop-2-yl)oxy)-propan-2-amine C(CCC)OCC(C)OCC(C)N